C1(CC1)C1=CC=2N(C(=C1)N1C(N(C(C1)=O)C)=O)N=C(C2)[C@@H](C)N[S@](=O)C(C)(C)C |o1:20| (R,E)-N-((R*)-1-(5-cyclopropyl-7-(3-methyl-2,4-dioxoimidazolidin-1-yl)pyrazolo[1,5-a]pyridin-2-yl)ethyl)-2-methylpropane-2-sulfinamide